methyl (2R/S)-2-{[(E)-({2-chloro-4-fluoro-5-[3-methyl-2,6-dioxo-4-(trifluoromethyl)-3,6-dihydropyrimidin-1(2H)-yl]phenyl}methylidene)amino]oxy}propanoate ClC1=C(C=C(C(=C1)F)N1C(N(C(=CC1=O)C(F)(F)F)C)=O)\C=N\O[C@@H](C(=O)OC)C |r|